O(C#N)C1C(CCCC1)CCCN=C=O cyanato-2-(3-isocyanatoprop-1-yl)-cyclohexane